(S)-(4-(6-fluoropyrazolo[1,5-a]pyridin-2-yl)-6,7-dihydro-1H-imidazo[4,5-c]pyridin-5(4H)-yl)(5-(1-methyl-1H-pyrazol-4-yl)-1,3,4-oxadiazol-2-yl)methanone FC=1C=CC=2N(C1)N=C(C2)[C@H]2N(CCC1=C2N=CN1)C(=O)C=1OC(=NN1)C=1C=NN(C1)C